C1=C(C=CC=2OC3=C(C21)C=CC=C3)OCC3=C(C=C(C=N3)OCCN(C)OC)C 2-({6-[(dibenzo[b,d]furan-2-yloxy)methyl]-5-methylpyridin-3-yl}oxy)-N-methoxy-N-methylethylamine